1-[3-(4-nitrosomorpholinyl)-2-hydroxypropyl]-2-methyl-5-nitro-1H-imidazole N(=O)N1C(COCC1)CC(CN1C(=NC=C1[N+](=O)[O-])C)O